C(C=C)C(C1=C(C=C(C=C1)OC)O[Si](C)(C)C(C)(C)C)C(=O)CCC(C(=O)O)NC(=O)OCC1C2=CC=CC=C2C=2C=CC=CC12 4-{allyl-[2-(tert-butyl-dimethyl-siloxy)-4-methoxy-benzyl]-carbonyl}-2-(9H-fluoren-9-ylmethoxycarbonylamino)-butyric acid